5-(tert-butyl)-N-(2-methyl-4-(6-(pyridin-4-yl)pyrrolo[2,1-f][1,2,4]triazin-4-yl)benzyl)-1,2,4-oxadiazole-3-carboxamide C(C)(C)(C)C1=NC(=NO1)C(=O)NCC1=C(C=C(C=C1)C1=NC=NN2C1=CC(=C2)C2=CC=NC=C2)C